OC1=C(C=CC(=C1)OCCCCCCCC)N1N=C2C(=N1)C=CC=C2 2-(2-hydroxy-4-n-octyloxyphenyl)benzotriazole